bis(β-hydroxyethyl)-γ-aminopropyltriethoxysilane OCCC(C)(O[Si](OCC)(OCC)CCCN)CCO